CN1N=C(C2=CC=CC(=C12)N1[C@H]2CN([C@@H](C1)C2)CC2CCNCC2)C2C(NC(CC2)=O)=O 3-(1-methyl-7-((1R,4R)-5-(piperidin-4-ylmethyl)-2,5-diazabicyclo[2.2.1]hept-2-yl)-1H-indazol-3-yl)piperidine-2,6-dione